(4-bromo-2-(bromomethyl)phenyl)(methyl)sulfane BrC1=CC(=C(C=C1)SC)CBr